tris(4-aminophenyl)methane pentadecafluorooctyl-acrylate FC(C(C(C(C(C(COC(C=C)=O)(F)F)(F)F)(F)F)(F)F)(F)F)(C(F)(F)F)F.NC1=CC=C(C=C1)C(C1=CC=C(C=C1)N)C1=CC=C(C=C1)N